COC(=O)N1[C@H](CCC2=C3C(=CC=C12)N(C(=N3)[C@H](CC3CCOCC3)C)[C@H]3C[C@@H](CCC3)C(=O)O)C (1R,3R)-3-((S)-6-(methoxycarbonyl)-7-methyl-2-((S)-1-(tetrahydro-2H-pyran-4-yl)propan-2-yl)-6,7,8,9-tetrahydro-3H-imidazo[4,5-f]quinolin-3-yl)cyclohexane-1-carboxylic acid